racemic-trans-2-(methylamino)cyclopentan-1-ol CN[C@H]1[C@@H](CCC1)O |r|